4-(3-(3-((2,6-difluorophenyl)sulfanyl)phenyl)ureido)-N-methylpyridineamide FC1=C(C(=CC=C1)F)SC=1C=C(C=CC1)NC(NC1=CC(=NC=C1)C(=O)NC)=O